O=C1NC(CCC1N1C(C2=CC=CC(=C2C1=O)OCC(=O)NCCCCCCCC(=O)OC(C)(C)C)=O)=O tert-butyl 8-(2-((2-(2,6-dioxopiperidin-3-yl)-1,3-dioxoisoindolin-4-yl)oxy)acetamido)octanoate